C(C1=CC=CC=C1)OC=1C(=CC2=C(N(N=N2)C=2C=NC(=CC2)Cl)C1F)F 6-(Benzyloxy)-1-(6-chloropyridin-3-yl)-5,7-difluoro-1H-benzo[d][1,2,3]triazole